tert-butyl (S)-5-amino-5-oxo-4-(1-oxo-5-(((1R,2S)-2-((4-(trifluoromethyl)cyclohexyl) amino)cyclohexyl)methyl) isoindolin-2-yl)pentanoate NC([C@H](CCC(=O)OC(C)(C)C)N1C(C2=CC=C(C=C2C1)C[C@@H]1[C@H](CCCC1)NC1CCC(CC1)C(F)(F)F)=O)=O